C1(CCCCC1)C1=CC=C(C=C1)C=1NC=2N(C(C1)=O)N=C(C2C(=O)N2[C@@H]([C@@H](C2)CF)C)C2=NC=CN=C2C 5-(4-cyclohexylphenyl)-3-((2r,3r)-3-(fluoromethyl)-2-methylazetidin-1-carbonyl)-2-(3-methylpyrazin-2-yl)pyrazolo[1,5-a]pyrimidin-7(4H)-one